(S)-6-((4-((2-hydroxy-1-phenylethyl)amino)-5-(3-(2-hydroxypropan-2-yl)-1,2,4-oxadiazol-5-yl)pyrimidin-2-yl)amino)-1-isopropyl-2-propyl-1,2-dihydro-3H-pyrazolo[3,4-b]pyridin-3-one OC[C@H](C1=CC=CC=C1)NC1=NC(=NC=C1C1=NC(=NO1)C(C)(C)O)NC1=CC=C2C(=N1)N(N(C2=O)CCC)C(C)C